5-(benzyloxy)-2-(4-bromo-2,6-dichlorobenzyl)pyridine-4-sulfonyl chloride C(C1=CC=CC=C1)OC=1C(=CC(=NC1)CC1=C(C=C(C=C1Cl)Br)Cl)S(=O)(=O)Cl